3-[2-[(E)-5-[3-(Benzenesulfonamido)phenyl]-3-oxopent-4-enoxy]phenyl]propanoic acid C1(=CC=CC=C1)S(=O)(=O)NC=1C=C(C=CC1)/C=C/C(CCOC1=C(C=CC=C1)CCC(=O)O)=O